(1s,3s)-3-{3-[4-ethenyl-2-(methoxymethoxy)-6-methylphenyl]-5-methyl-7H-pyrrolo[2,3-c]pyridazin-7-yl}-1-methylcyclobutanol C(=C)C1=CC(=C(C(=C1)C)C1=CC2=C(N=N1)N(C=C2C)C2CC(C2)(O)C)OCOC